ClC1=C(C=CC=C1)C=1N=C(SC1)N(N=C)C (2-(4-(2-chlorophenyl)thiazol-2-yl)-2-methylhydrazono)methane